methyl (1R,2R,3S,6S,7S)-4-[(2S)-2-[(tert-butoxycarbonyl)amino]-3,3-dimethylbutanoyl]-10-oxo-4-azatricyclo[5.2.1.0^{2,6}]dec-8-ene-3-carboxylate C(C)(C)(C)OC(=O)N[C@H](C(=O)N1[C@@H]([C@H]2[C@H]3C=C[C@@H]([C@H]2C1)C3=O)C(=O)OC)C(C)(C)C